2-ethynyl-N-(4-(1-methyl-1H-indol-4-yl)phenethyl)thiazole-4-carboxamide ethyl-3-ethoxypropionate (ethyl-3-ethoxypropionate) C(C)C(C(=O)O)COCC.C(C)OC(CCOCC)=O.C(#C)C=1SC=C(N1)C(=O)NCCC1=CC=C(C=C1)C1=C2C=CN(C2=CC=C1)C